N-((5-(5-amino-7-(((3S,4R)-3-fluoro-1-methylpiperidin-4-yl)amino)-3-vinyl-2H-indazol-2-yl)-1,3,4-thiadiazol-2-yl)methyl)-1-(tert-butyl)-1H-pyrrole-3-carboxamide NC1=CC2=C(N(N=C2C(=C1)N[C@H]1[C@H](CN(CC1)C)F)C1=NN=C(S1)CNC(=O)C1=CN(C=C1)C(C)(C)C)C=C